C(#N)C1=C(C=CC(=C1)C(F)(F)F)N1CCC(CC1)(C1=CC=C(C=C1)C=1C(=NC=CC1)OCC)NC(=O)[C@H]1N(CCC1)C (2S)-N-{1-[2-cyano-4-(trifluoromethyl)phenyl]-4-[4-(2-ethoxypyridin-3-yl)phenyl]piperidin-4-yl}-1-methylpyrrolidine-2-carboxamide